FC(C1=NN=C(O1)C=1C=CC(=NC1)CN1C(N(C2=C1C=CC(=C2)C=2C=NC=CC2)C)=O)F 1-((5-(5-(difluoromethyl)-1,3,4-oxadiazol-2-yl)pyridin-2-yl)methyl)-3-methyl-5-(pyridin-3-yl)-1,3-dihydro-2H-benzo[d]imidazol-2-one